C(C)(=O)C1=NC(=C(C(=O)OC)C=C1)N(C(=O)OC(C)(C)C)C(=O)OC(C)(C)C methyl 6-acetyl-2-(bis(tert-butoxycarbonyl)amino)nicotinate